(E)-4-(4-trifluoromethylphenyl)but-3-ene FC(C1=CC=C(C=C1)/C=C/CC)(F)F